2,2,2-Trifluoro-1-(chinolin-3-yl)ethan-1-on FC(C(=O)C=1C=NC2=CC=CC=C2C1)(F)F